O(N)CC(=O)O.NCC(=O)O glycine (aminoxyacetate)